C1(CC1)CN1N=NN=C1 cyclopropylmethyl-1H-tetrazole